C(C)C(CC)C1=C(C=C(O)C=C1)O 4-(1-ethylpropyl)resorcinol